6-(2-(3'-chloro-[1,1'-biphenyl]-3-yl)acetyl)-2-(1-(3-cyclohexylphenyl)cyclopropyl)-3,5,6,7,8,9-hexahydro-4H-pyrimido[5,4-c]azepin-4-one ClC=1C=C(C=CC1)C1=CC(=CC=C1)CC(=O)N1CC2=C(CCC1)N=C(NC2=O)C2(CC2)C2=CC(=CC=C2)C2CCCCC2